N-(2-fluorophenyl)-1,4-benzoxazine-4-carboxamide FC1=C(C=CC=C1)NC(=O)N1C=COC2=C1C=CC=C2